FC(COC1=CC2=C(C=N1)CN(C2)C(=O)Cl)(F)F 6-(2,2,2-Trifluoroethoxy)-1,3-dihydro-2H-pyrrolo[3,4-c]pyridine-2-carbonyl chloride